6-methoxy-3-(3-methoxy-4-(4-(4-methylpiperazin-1-yl)butoxy)benzylidene)chroman-4-one COC=1C=C2C(C(COC2=CC1)=CC1=CC(=C(C=C1)OCCCCN1CCN(CC1)C)OC)=O